N-(3-fluoro-5-(1-(4-fluorophenyl)-1H-pyrazol-4-yl)benzyl)-8-(tetrahydrofuran-3-yl)-7H-Purine-6-carboxamide FC=1C=C(CNC(=O)C2=C3NC(=NC3=NC=N2)C2COCC2)C=C(C1)C=1C=NN(C1)C1=CC=C(C=C1)F